N-butyl-5,6-dihydroxyindoline C(CCC)N1CCC2=CC(=C(C=C12)O)O